P(=O)([O-])([O-])[O-].[Na+].[Na+].[Na+].[Na+].[Na+].FC1=CC=C(S1)C(=O)N1[C@@H](C=2N(CC1)C(=NC2)C2=NC(=NS2)C)C (R)-(5-Fluorothiophen-2-yl)(8-methyl-3-(3-methyl-1,2,4-thiadiazol-5-yl)-5,6-dihydroImidazo[1,5-a]pyrazin-7(8H)-yl)methanone Penta-Natrium phosphat